N-(1,3-dihydroxy-2-methylpropan-2-yl)-2-methyl-5-((4-methylthiazol-5-yl)methoxy)benzofuran-3-carboxamide OCC(CO)(C)NC(=O)C1=C(OC2=C1C=C(C=C2)OCC2=C(N=CS2)C)C